tert-butyl-[2-[[2-(2-methoxyphenyl)pyrimidin-4-yl]methoxy]ethoxy]-dimethyl-silane C(C)(C)(C)[Si](C)(C)OCCOCC1=NC(=NC=C1)C1=C(C=CC=C1)OC